6-((R)-4-(6-(4-fluorophenyl)-2-((R)-2-methylpyrrolidin-1-yl)pyrimidin-4-yl)-3-methylpiperazin-1-yl)-5-methylnicotinic acid FC1=CC=C(C=C1)C1=CC(=NC(=N1)N1[C@@H](CCC1)C)N1[C@@H](CN(CC1)C1=NC=C(C(=O)O)C=C1C)C